C12(OC3CC(CC(C1)C3)C2)CO (2-oxaadamantan-1-yl)methanol